C(C1=CC=CC=C1)OC=1C(=C(C=C2C(=NC(=NC12)OC1CCOCC1)N1[C@@H]2CN([C@H](C1)C2)C(=O)[O-])C2CC2)C2=C(C(=C(C(=C2)C(C)(C)C)O)F)C (1S,4S)-5-{8-(benzyloxy)-6-cyclopropyl-7-(3-fluoro-5-tert-butyl hydroxy-2-methylphenyl)-2-[(oxan-4-yl)oxy]quinazolin-4-yl}-2,5-diazabicyclo[2.2.1]heptane-2-carboxylate